CCCCCCCCCCCCCCCC(=O)OC[C@H](COP(=O)([O-])OCC[N+](C)(C)C)OC(=O)CCCCCCCC1C(O1)CCCCCCCC The molecule is a 1,2-diacyl-sn-glycero-3-phosphocholine in which the acyl groups at positions 1 and 2 are specified as hexadecanoyl and 9,10-epoxyoctadecanoyl respectively. It has a role as a mouse metabolite. It derives from a hexadecanoic acid and a 9,10-epoxyoctadecanoic acid.